1-ethyl-2-[11-ethyl-9-(3-methoxypropyl)-1,9-diazatricyclo[6.3.1.04,12]dodeca-2,4(12),5,7-tetraen-2-yl]-7-fluoro-benzimidazole-5-carboxylic acid C(C)N1C(=NC2=C1C(=CC(=C2)C(=O)O)F)C=2N1C(CN(C3=CC=CC(C2)=C13)CCCOC)CC